C(#N)C1=NC2=CC(=CC(=C2N=C1N1CC(C1)C1=NOC(=C1)C(F)(F)F)[C@@H](C)NC1=C(C(=O)O)C=CC=C1)C (R)-2-((1-(2-cyano-7-methyl-3-(3-(5-(trifluoromethyl)isoxazol-3-yl)azetidin-1-yl)quinoxalin-5-yl)ethyl)-amino)benzoic acid